5-chloro-N-((1r,4r)-4-((3-(3-chloro-2-fluorophenyl)-4-fluoro-3-hydroxy-2-oxoindolin-1-yl)methyl)cyclohexyl)-2-(difluoromethyl)nicotinamide ClC=1C=NC(=C(C(=O)NC2CCC(CC2)CN2C(C(C3=C(C=CC=C23)F)(O)C2=C(C(=CC=C2)Cl)F)=O)C1)C(F)F